ClC=1C=C2C(=CNC2=CC1)CC(=O)NC=1SC=CN1 2-(5-chloro-1H-indol-3-yl)-N-(thiazol-2-yl)acetamide